CS(=O)(=O)N1CC(C1)C(=O)O 1-(methylsulfonyl)azetidine-3-carboxylic acid